tert-Butyl (3R)-11,11-difluoro-3-methyl-8-methylidene-1,3,4,7,8,9,10,11-octahydro-2H-pyrido-[4',3':3,4]pyrazolo[1,5-a]azepine-2-carboxylate FC1(C=2N(CC(CC1)=C)N=C1C2CN([C@@H](C1)C)C(=O)OC(C)(C)C)F